(5-chlorothiophene-2-yl)-1-(diphenylphosphoryl)-2-methyl-5-oxopyrrolidine-3-carboxylic acid ethyl ester C(C)OC(=O)C1C(N(C(C1)=O)P(=O)(C1=CC=CC=C1)C1=CC=CC=C1)(C)C=1SC(=CC1)Cl